[2H]C=1C(=CC(=NC1)C(=O)N)NC(=O)[C@H]1O[C@]([C@@H]([C@H]1C1=C(C(=C(C=C1)F)F)OC)C)(C(F)(F)F)C 5-Deuterio-4-[[(2S,3S,4R,5R)-3-(3,4-difluoro-2-methoxyphenyl)-4,5-dimethyl-5-(trifluoromethyl)tetrahydrofuran-2-carbonyl]amino]pyridin-2-carboxamid